FC=1C=C(C(=O)OC)C=CC1C1CCN(CC1)C methyl 3-fluoro-4-(1-methylpiperidin-4-yl)benzoate